(S)-4-amino-N-(5-(5-(naphthalen-2-yl)-1H-imidazol-2-yl)-5-(thiazole-5-carboxamido)pentyl)-1,2,5-oxadiazole-3-carboxamide NC=1C(=NON1)C(=O)NCCCC[C@H](NC(=O)C1=CN=CS1)C=1NC(=CN1)C1=CC2=CC=CC=C2C=C1